C(CCCCCCCCCCCCC)OP(OCCCCCCCCCCCCCC)=O ditetradecyl-phosphonic acid